C(#N)C1CC(C1)(C=1C=C2C(NCC2=CC1)=O)CC(=O)OCC Ethyl 2-(3-cyano-1-(3-oxoisoindolin-5-yl)cyclobutyl)acetate